ClC=1C=C(C=C(C1)Cl)C1(CC(=NN1)C1=NN=C(O1)SCC(=O)NC1=CC=C(C=C1)C(F)(F)F)C(F)(F)F 2-((5-(5-(3,5-dichlorophenyl)-5-(trifluoromethyl)-4,5-dihydro-1H-pyrazol-3-yl)-1,3,4-oxadiazol-2-yl)thio)-N-(4-(trifluoromethyl)phenyl)acetamide